Cl(=O)[O-].[Ca+2].Cl(=O)[O-] Calcium chlorit